N-methylglycyl-L-α-asparaginyl-L-valine CNCC(=O)N[C@@H](CC(=O)N[C@@H](C(C)C)C(=O)O)C(N)=O